3-(benzo[d]thiazol-2-yl)-4'-(diphenylamino)-[1,1'-biphenyl]-4-ol S1C(=NC2=C1C=CC=C2)C=2C=C(C=CC2O)C2=CC=C(C=C2)N(C2=CC=CC=C2)C2=CC=CC=C2